OC1=CC=C2[C@H]([C@H](COC2=C1)C1=CC=CC=C1)C1=CC=C(C=C1)N1CCN(CC1)CC=1C=C(C=CC1)N1C(NC(CC1)=O)=O 1-(3-((4-(4-((3S,4R)-7-hydroxy-3-phenylchroman-4-yl)phenyl)piperazin-1-yl)methyl)phenyl)dihydropyrimidine-2,4(1H,3H)-dione